CN1C2=CC(=CC=C2C(C12OC1=C(C=C2)C=CC=C1OC)(C)C)[N+](=O)[O-] 1,3,3-trimethyl-6-nitro-8'-methoxyspiro(indoline-2,2'-benzopyran)